C(C)(C)N1N=C(C=C1C1[C@H]2CC(C[C@@H]12)N1C[C@@H](OCC1)C)C=1C=NC=C(C1)C(F)(F)F (S)-4-((1R,3S,5S,6S)-6-(1-isopropyl-3-(5-(trifluoromethyl)pyridin-3-yl)-1H-pyrazol-5-yl)bicyclo[3.1.0]hexane-3-yl)-2-methylmorpholine